FCC(CF)N1N=NC(=C1)[C@H](C=1C(=NC(=CC1)F)C)NC=1C=C2C(=C(C=NC2=C(C1)C#N)C#N)NCC(C)(C)C (S)-6-(((1-(1,3-difluoropropan-2-yl)-1H-1,2,3-triazol-4-yl)(6-fluoro-2-methylpyridin-3-yl)methyl)amino)-4-(neopentylamino)quinoline-3,8-dicarbonitrile